C[Si](CCOCN1C=NC(=C1)/C=C/C=1N=CSC1)(C)C (E)-4-(2-(1-((2-(trimethylsilyl)ethoxy)methyl)-1H-imidazol-4-yl)vinyl)thiazol